tert-butyl (1R,5R,6R)-6-hydroxy-3,8-diazabicyclo[3.2.1]octane-8-carboxylate O[C@H]1[C@H]2CNC[C@@H](C1)N2C(=O)OC(C)(C)C